ClC=1C=C(C=CC1F)[C@H]1[C@@H](CN(C1)CCOC)NC(=O)NC1=C(C(=NN1C1=CC=CC=C1)C=1C=NN(C1)C)C 1-((3S,4R)-4-(3-chloro-4-fluorophenyl)-1-(2-methoxyethyl)pyrrolidin-3-yl)-3-(1',4-dimethyl-1-phenyl-1H,1'H-3,4'-bipyrazol-5-yl)urea